5-bromo-2-oxo-6-(trifluoromethyl)-1,2-dihydropyridine-3-carboxamide BrC=1C=C(C(NC1C(F)(F)F)=O)C(=O)N